ClC=1C=C(C=CC1)C=1NC(C=2N(C1)N=C(C2C(C)C)C(=O)OCC)=O ethyl 6-(3-chlorophenyl)-4-oxo-3-(propan-2-yl)-4,5-dihydropyrazolo[1,5-a]pyrazine-2-carboxylate